1-benzyl-3-hydroxy-4-(4-benzylpiperazin-1-ylmethyl)pyridin-2(1H)-one C(C1=CC=CC=C1)N1C(C(=C(C=C1)CN1CCN(CC1)CC1=CC=CC=C1)O)=O